ClC1=CC=C2C(=CNC2=C1)S(=O)(=O)NC1=C(C=CC(=C1)F)F 6-chloro-N-(2,5-difluorophenyl)-1H-indole-3-sulfonamide